FC(C1=CN(C2=CC(=CC=C12)C(=O)O)COCC[Si](C)(C)C)(F)F 3-(trifluoromethyl)-1-{[2-(trimethylsilanyl)ethoxy]methyl}indole-6-carboxylic acid